4-chloro-1-(2,4-difluorophenyl)-6-(methoxymethyl)pyrazolo[3,4-d]pyrimidine ClC1=C2C(=NC(=N1)COC)N(N=C2)C2=C(C=C(C=C2)F)F